CN(S(=O)(=O)NC(O)=O)CCOC1OCCCC1.C(C)OC1=CC=C(C=C1)C1=CC=C(O1)C(=O)N/N=C/C=1C(=NC=CC1)N1CCOCC1 (E)-5-(4-ethoxyphenyl)-N'-((2-morpholinopyridin-3-yl)methylene)furan-2-carbohydrazide [methyl(2-tetrahydropyran-2-yloxyethyl)sulfamoyl]carbamate